C1(=CC(=CC=C1)N1CCN(CC1)C(C(C1=CC=CC=C1)N1C(CCC1=O)=O)=O)C1=CC=CC=C1 (2-(4-([1,1'-biphenyl]-3-yl)piperazin-1-yl)-2-oxo-1-phenylethyl)pyrrolidine-2,5-dione